C(C)(C)C1=NN(C(C2=CC=3C=CSC3N12)=O)CC(=O)NC1=CC=NC=C1 2-(12-isopropyl-9-oxo-3-thia-1,10,11-triazatricyclo[6.4.0.02,6]dodeca-2(6),4,7,11-tetraen-10-yl)-N-(4-pyridyl)acetamide